C1(=CC=CC2=CC=CC=C12)C=1C=C(N)C=C(C1)C1=CC=CC2=CC=CC=C12 3,5-di(naphthalen-1-yl)aniline